(R)-N-(2-fluorophenyl)-3-(1-(3-methoxyphenyl)imidazo[1,5-a]pyridin-3-yl)pyrrolidine-1-carboxamide FC1=C(C=CC=C1)NC(=O)N1C[C@@H](CC1)C1=NC(=C2N1C=CC=C2)C2=CC(=CC=C2)OC